(4-morpholinyl-2-(pyrrolidin-1-yl)phenyl)-6-(1H-pyrazol-4-yl)picolinamide N1(CCOCC1)C1=CC(=C(C=C1)C=1C(=NC(=CC1)C=1C=NNC1)C(=O)N)N1CCCC1